5-{4-[4-(2,4-dimethylphenyl)piperazine-1-carbonyl]-3-fluorophenyl}-5-methylimidazolidine-2,4-dione CC1=C(C=CC(=C1)C)N1CCN(CC1)C(=O)C1=C(C=C(C=C1)C1(C(NC(N1)=O)=O)C)F